COC=1C=C2C(=NC=NC2=CC1OC)OC1=CC=C(C=C1)C(C(=O)NC1=CC(=CC(=C1)C(F)(F)F)N1C=NC(=C1)C)=O 2-(4-((6,7-dimethoxyquinazolin-4-yl)oxy)phenyl)-N-(3-(4-methyl-1H-imidazol-1-yl)-5-(trifluoromethyl)phenyl)-2-oxoacetamide